1-(oxetan-2-ylmethyl)-4-propoxy-1H-benzo[d]imidazole-6-carboxylic acid O1C(CC1)CN1C=NC2=C1C=C(C=C2OCCC)C(=O)O